(R)-5-amino-N-((3',5'-difluoro-[3,4'-bipyridin]-6-yl)methyl)-6-methyl-N-(5,6,7,8-tetrahydroquinolin-8-yl)-1H-pyrrolo[3,2-b]pyridine-2-carboxamide NC1=C(C=C2C(=N1)C=C(N2)C(=O)N([C@@H]2CCCC=1C=CC=NC21)CC2=CC=C(C=N2)C2=C(C=NC=C2F)F)C